1-(1-(6-(dimethylamino)pyrazin-2-yl)-1H-pyrazol-4-yl)ethan-1-ol CN(C1=CN=CC(=N1)N1N=CC(=C1)C(C)O)C